O.[N+](=O)([O-])[O-].[Mn+2].[N+](=O)([O-])[O-] manganese(II) nitrate hydrate